O1C(=CC=C1)C=1N=CC(=NC1)CNC(=O)[C@@H]1N([C@@H](CN(C1)S(=O)(=O)C1=CC=CC=C1)C)C(C(C)C)=O cis-N-((5-(furan-2-yl)pyrazin-2-yl)methyl)-1-isobutyryl-6-methyl-4-(phenylsulfonyl)piperazine-2-carboxamide